CN1N=CC=2N=CN=C(C21)NCC2=CC=C(C=C2)P(O)(O)=O 4-[([1-methylpyrazolo[4,3-d]pyrimidin-7-yl]amino)methyl]-phenyl-phosphonic acid